(S)-(6-(pyrimidin-2-yl)-3-(3-(5-(trifluoromethyl)pyridin-2-yloxy)pyrrolidin-1-yl)pyridin-2-yl)methanol N1=C(N=CC=C1)C1=CC=C(C(=N1)CO)N1C[C@H](CC1)OC1=NC=C(C=C1)C(F)(F)F